methyl ((1R,3R)-3-(6-chloro-3-methyl-2-oxo-2,3-dihydro-1H-imidazo[4,5-c]pyridin-1-yl)cyclopentyl)carbamate ClC1=CC2=C(C=N1)N(C(N2[C@H]2C[C@@H](CC2)NC(OC)=O)=O)C